2-cyclopentyl-butanol C1(CCCC1)C(CO)CC